OC1CCC2(CC12)C(=O)[O-] 4-hydroxy-bicyclo[3.1.0]hexane-carboxylate